4-(4-((4-methylhex-3-en-1-yl)oxy)phenyl)butan-2-one tert-butyl-4-[2-[2-(2,6-dioxo-3-piperidyl)-1,3-dioxo-isoindolin-4-yl]oxyethyl]piperazine-1-carboxylate C(C)(C)(C)OC(=O)N1CCN(CC1)CCOC1=C2C(N(C(C2=CC=C1)=O)C1C(NC(CC1)=O)=O)=O.CC(=CCCOC1=CC=C(C=C1)CCC(C)=O)CC